2,2-difluoro-1-(4'-(methylsulfonyl)-[1,1'-biphenyl]-4-yl)ethan-1-d-1-ol FC(C(O)([2H])C1=CC=C(C=C1)C1=CC=C(C=C1)S(=O)(=O)C)F